2,3,5-trimethyl-6-ethyl-pyrazine CC1=NC(=C(N=C1C)C)CC